CC1(NC(C=2N1C(C(=CC2)NC2=NC=NC=C2)=O)=O)CC(F)(F)F 3-methyl-6-(pyrimidin-4-ylamino)-3-(2,2,2-trifluoroethyl)-2,3-dihydroimidazo[1,5-a]pyridine-1,5-dione